tert-butyl 7-bromo-2-(cyclohexylamino)-5H-pyrrolo[3,2-d]pyrimidine-5-carboxylate BrC1=CN(C2=C1N=C(N=C2)NC2CCCCC2)C(=O)OC(C)(C)C